N1C=CC2=C(C=CC=C12)C=1N=C(SC1SC(C)C)N1N=C(C(=C1C(=O)O)C1=CC(=CC=C1)F)C 1-(4-(1H-indol-4-yl)-5-(isopropylsulfanyl)thiazol-2-yl)-4-(3-fluorophenyl)-3-methyl-1H-pyrazole-5-carboxylic acid